Methyl 6-((dimethylamino)methyl)-7-(naphthalen-1-ylmethyl)-5-oxo-8-(3-(trifluoromethyl)phenyl)-2,3-dihydro-5H-thiazolo[3,2-a]pyridine-3-carboxylate 1,1-dioxide CN(C)CC1=C(C(=C2N(C1=O)C(CS2(=O)=O)C(=O)OC)C2=CC(=CC=C2)C(F)(F)F)CC2=CC=CC1=CC=CC=C21